ClC1=C(C=C(C(=C1)Cl)[N+](=O)[O-])NC(C)=O N-(2,4-dichloro-5-nitrophenyl)acetamide